2-(4-chlorophenyl)-4-methyl-8-(piperidine-1-sulfonyl)-1H,2H,3H-pyrrolo[3,4-c]quinoline-1,3-dione ClC1=CC=C(C=C1)N1C(C=2C(=NC=3C=CC(=CC3C2C1=O)S(=O)(=O)N1CCCCC1)C)=O